C(#CC)C1=NNC=C1NC=1N=CC2=C(N1)NC(C21CC1)=O 2'-((3-(prop-1-yn-1-yl)-1H-pyrazol-4-yl)amino)spiro[cyclopropane-1,5'-pyrrolo[2,3-d]pyrimidin]-6'(7'H)-one